tin dihexanoate C(CCCCC)(=O)[O-].C(CCCCC)(=O)[O-].[Sn+2]